(1S,2R)-2-(((3-fluoro-5-methoxy-2',2''-dimethyl-3''-(pyrido[3,4-b]pyrazin-5-ylamino)-[1,1':3',1''-terphenyl]-4-yl)methyl)amino)cyclopentan-1-ol FC=1C=C(C=C(C1CN[C@H]1[C@H](CCC1)O)OC)C1=C(C(=CC=C1)C1=C(C(=CC=C1)NC1=NC=CC=2C1=NC=CN2)C)C